CC=1C=CC=C2C(=C(NC12)C(=O)O)C1=CC=C(C=C1)N1CCOCC1 7-methyl-3-(4-morpholinophenyl)-1H-indole-2-carboxylic acid